9-phenyl-10-[4'-(9-phenyl-9H-fluoren-9-yl)-biphenyl-4-yl]-anthracene C1(=CC=CC=C1)C=1C2=CC=CC=C2C(=C2C=CC=CC12)C1=CC=C(C=C1)C1=CC=C(C=C1)C1(C2=CC=CC=C2C=2C=CC=CC12)C1=CC=CC=C1